3-fluoro-4-((3-(piperazin-1-yl)phenoxy)methyl)benzonitrile FC=1C=C(C#N)C=CC1COC1=CC(=CC=C1)N1CCNCC1